2,6-dibromo-4-(heptafluoro-n-propylthio)phenyl-3-nitrobenzamide BrC1=C(C(=CC(=C1)SC(C(C(F)(F)F)(F)F)(F)F)Br)C1=C(C(=O)N)C=CC=C1[N+](=O)[O-]